ClC=1C(=C(C=CC1)C1=C(C=2N=C(N=C(C2C=N1)N([C@H]1CNCC1)C)OC[C@]12CCCN2C[C@@H](C1)F)F)C1CC1 7-(3-chloro-2-cyclopropylphenyl)-8-fluoro-2-(((2R,7aS)-2-fluorotetrahydro-1H-pyrrolizin-7a(5H)-yl)methoxy)-N-methyl-N-((R)-pyrrolidin-3-yl)pyrido[4,3-d]pyrimidin-4-amine